Ethylideneamine acetate C(C)(=O)O.C(C)=N